FCCCN1CC(C1)CC1=CC=C(C=C1)C1=C(CCCC2=C1C=CC(=C2)C(=O)O)C2=CC=CC=C2 9-(4-((1-(3-fluoropropyl)azetidin-3-yl)methyl)phenyl)-8-phenyl-6,7-dihydro-5H-benzo[7]annulene-3-carboxylic acid